CC1=CC(=NC=C1OC1=CC(=C2C(=N1)N(C=N2)C)NC2=NC=C(C=C2)N2CCNCC2)C#N 4-methyl-5-[3-methyl-7-[(5-piperazin-1-yl-2-pyridinyl)amino]imidazo[4,5-b]pyridin-5-yl]oxy-pyridine-2-carbonitrile